N1CC(C1)C1=CC=C(C=C1)N1N=C(C=C1C)C(F)F 1-[4-(azetidin-3-yl)phenyl]-3-(difluoromethyl)-5-methyl-pyrazole